(1-methyl-1H-pyrazol-4-yl)pyrazine-2-carboxamide CN1N=CC(=C1)C=1C(=NC=CN1)C(=O)N